FC(OC1=C(C=C(C=C1)I)OC(C)C)F 1-(difluoromethoxy)-4-iodo-2-isopropoxybenzene